FC(C=1C=CC=2N(N1)C(=CN2)C2=CC(=NC(=C2)N2CC1(CCO1)C2)N2CC(CCC2)CNS(=O)(=O)C)F N-((1-(4-(6-(Difluoromethyl)imidazo[1,2-b]pyridazin-3-yl)-6-(1-oxa-6-azaspiro[3.3]heptan-6-yl)pyridin-2-yl)piperidin-3-yl)methyl)methanesulfonamide